C(C)(C)(C)OC(=O)N[C@H]1CC[C@@H](N(C1)C(=O)OCC1=CC=CC=C1)C |r| rac-trans-(2S,5S)-benzyl 5-((tert-butoxycarbonyl)amino)-2-methylpiperidine-1-carboxylate